4,6-dichloro-3-methyl-1H-indole-2-carboxylic acid ClC1=C2C(=C(NC2=CC(=C1)Cl)C(=O)O)C